7-[5-({[2-(azetidin-1-yl)quinolin-7-yl]sulfonyl}methyl)pyridin-3-yl]-5-(1-methyl-1H-pyrazol-3-yl)-7H-pyrrolo[2,3-d]pyrimidin-4-amine N1(CCC1)C1=NC2=CC(=CC=C2C=C1)S(=O)(=O)CC=1C=C(C=NC1)N1C=C(C2=C1N=CN=C2N)C2=NN(C=C2)C